4-(6-((tert-butyldiphenylsilyl)oxy)-3,3,6-trimethyl-1,4-oxazepan-4-yl)-6-((S)-1-((2S,4R)-4-fluoro-1-methylpyrrolidin-2-yl)ethoxy)-N-hydroxy-1,3,5-triazine-2-carboximidamide [Si](C1=CC=CC=C1)(C1=CC=CC=C1)(C(C)(C)C)OC1(CN(C(COC1)(C)C)C1=NC(=NC(=N1)O[C@@H](C)[C@H]1N(C[C@@H](C1)F)C)C(NO)=N)C